C(C)(C)(C)OC(CCOCCOCCOCCOCCNC1=C2C(N(C(C2=CC=C1)=O)C1C(NC(CC1)=O)=O)=O)=O 1-((2-(2,6-dioxopiperidin-3-yl)-1,3-dioxoisoindolin-4-yl)amino)-3,6,9,12-tetraoxapentadecane-15-oic acid tert-butyl ester